benzofuranyl-oxadiazolyl-benzoic acid O1C(=CC2=C1C=CC=C2)C=2C(=C(C(=O)O)C=CC2)C=2N=NOC2